NC1=NC=NN2C1=C(C=C2C2CN(CCC2)C(=O)OC(C)(C)C)C(=O)O 4-amino-7-(1-(tert-Butoxycarbonyl)piperidin-3-yl)pyrrolo[2,1-f][1,2,4]triazine-5-carboxylic acid